(1S,3R)-2,2-dimethyl-3-(3-(6-(1-methyl-1H-pyrazol-4-yl)pyrrolo[1,2-b]pyridazin-4-yl)-3,8-diazabicyclo[3.2.1]octan-8-yl)cyclobutane-1-carbonitrile CC1([C@H](C[C@H]1N1C2CN(CC1CC2)C=2C=1N(N=CC2)C=C(C1)C=1C=NN(C1)C)C#N)C